C(C)OC=1C=C(C=CC1C=1NC(C2=C(N1)NN=N2)=O)C2=C(C=C(C=C2)O)O 5-(3-Ethoxy-2',4'-dihydroxy-[1,1'-biphenyl]-4-yl)-3,6-dihydro-7H-[1,2,3]triazolo[4,5-d]pyrimidin-7-one